3-NITRO-5-(PYRROLIDIN-1-YLCARBONYL)BENZENEBORONIC ACID [N+](=O)([O-])C=1C=C(C=C(C1)C(=O)N1CCCC1)B(O)O